2-(4-{[(3R)-1-methylpiperidin-3-yl]amino}phthalazin-1-yl)-5-(prop-1-yn-1-yl)phenol formate salt C(=O)O.CN1C[C@@H](CCC1)NC1=NN=C(C2=CC=CC=C12)C1=C(C=C(C=C1)C#CC)O